C(=O)C=1C(=CC=C2C(=CC(OC12)=O)C(CNC(OCC=C)=O)CC)O Allyl (2-(8-formyl-7-hydroxy-2-oxo-2H-chromen-4-yl)butyl)carbamate